C(CCC=C)OC1=CC=C(C=C1)C1(NC=CC=C1)CCC1=CC=CC=C1 2-(4-(pent-4-en-1-yloxy)phenyl)-2-phenethyl-pyridine